[Si](C)(C)(C(C)(C)C)O[C@H]1[C@@H](CCCC1)NC1=CC(=CC(=C1)Cl)Cl |r| rac-N-((1R*,2R*)-2-((tert-butyldimethylsilyl)oxy)cyclohexyl)-3,5-dichloroaniline